2-bromo-3-methylthiazol-3-ium trifluoromethanesulfonate FC(S(=O)(=O)[O-])(F)F.BrC=1SC=C[N+]1C